O=C([C@H](O)[C@@H](O)[C@@H](O)[C@H](O)C(=O)O)O.O=C([C@H](O)[C@@H](O)[C@@H](O)[C@H](O)C(=O)O)O galactaric acid galactarate